CSCN1C(OC2=C1C=C(C=C2)B2OC(C(O2)(C)C)(C)C)=O 3-((methylthio)methyl)-5-(4,4,5,5-tetramethyl-1,3,2-dioxaborolan-2-yl)benzo[d]oxazol-2(3H)-one